1-[1-[[7-bromo-8-fluoro-4-(2,2,2-trifluoroethoxy)quinazolin-2-yl]oxymethyl]cyclopropyl]-N,N-dimethyl-methanamine BrC1=CC=C2C(=NC(=NC2=C1F)OCC1(CC1)CN(C)C)OCC(F)(F)F